NC1=NC(N(C=C1F)[C@H]1O[C@H](OC1)CO)=O 4-amino-5-fluoro-1-((2s,4S)-2-(hydroxymethyl)-1,3-dioxolan-4-yl)pyrimidin-2(1H)-one